3-[4-[(E)-3-[4-(4-Carbamoyl-piperazin-1-yl)phenyl]-3-oxoprop-1-enyl]phenyl]prop-2-enoic acid C(N)(=O)N1CCN(CC1)C1=CC=C(C=C1)C(/C=C/C1=CC=C(C=C1)C=CC(=O)O)=O